alpha-hydroxyoctanoic acid OC(C(=O)O)CCCCCC